3-((3-(4-phenyl-5,6-dihydrocyclopenta[d][1,2,3]triazol-2(4H)-yl)phenyl)ethynyl)imidazo[1,2-b]pyridazine C1(=CC=CC=C1)C1CCC2=NN(N=C21)C=2C=C(C=CC2)C#CC2=CN=C1N2N=CC=C1